C1(C=CC=C1)C1=C(C=CC=C1)C(C)C cyclopentadienyl(1-methyl-ethylbenzene)